4,6-dichloro-3H-imidazo[4,5-C]pyridine ClC1=NC(=CC2=C1NC=N2)Cl